tert-Butyl 3-[7-(benzyloxy)-1,4-dimethyl-1H-benzotriazol-5-yl]-3-[7-(chloromethyl)-1-benzothiophen-5-yl]propanoate C(C1=CC=CC=C1)OC1=CC(=C(C2=C1N(N=N2)C)C)C(CC(=O)OC(C)(C)C)C=2C=C(C1=C(C=CS1)C2)CCl